COC1=C(C=CC(=C1)OC)CN1C(CCC1=O)=O 1-[(2,4-dimethoxyphenyl)methyl]pyrrolidine-2,5-dione